({(3S)-1-[3-fluoro-6-nitro-2-(trifluoromethyl)phenyl]piperidin-3-yl}methyl)carbamic acid tert-butyl ester C(C)(C)(C)OC(NC[C@H]1CN(CCC1)C1=C(C(=CC=C1[N+](=O)[O-])F)C(F)(F)F)=O